2-((4-(3-((2,4-Dichlorophenoxy)methyl)phenoxy)piperidin-1-yl)methyl)-1-((1-ethyl-1H-imidazol-5-yl)methyl)-1H-benzo[d]imidazole-6-carboxylic acid ClC1=C(OCC=2C=C(OC3CCN(CC3)CC3=NC4=C(N3CC3=CN=CN3CC)C=C(C=C4)C(=O)O)C=CC2)C=CC(=C1)Cl